5-(trifluoromethylpyridin-3-yl)-1-(2-oxo-1,2-dihydrobenzo[cd]indol-6-yl)-5-trifluoromethyl-1H-pyrazole-4-carboxamide FC(F)(F)C1=NC=CC=C1C1(C(=CNN1C=1C=2C3=C(C(NC3=CC1)=O)C=CC2)C(=O)N)C(F)(F)F